C1=C(C=CC2=CC=CC=C12)C=C1OC2=C(C1=O)C=CC=C2 2-(2-naphthylmethylene)benzofuran-3(2H)-one